2-((4-fluorophenyl)(hydroxy)methyl)phenol FC1=CC=C(C=C1)C(C1=C(C=CC=C1)O)O